FC(S(=O)(=O)OC=1CN(CC1)C(=O)OCC1=CC=CC=C1)(F)F benzyl 3-(((trifluoromethyl) sulfonyl) oxy)-2,5-dihydro-1H-pyrrole-1-carboxylate